6,7-di(3-acetylphenoxy)-5,8-quinolinedione C(C)(=O)C=1C=C(OC=2C(C=3C=CC=NC3C(C2OC2=CC(=CC=C2)C(C)=O)=O)=O)C=CC1